3-[[4-[1-(1-benzyl-4-tert-butoxycarbonyl-piperazin-2-yl)ethoxy]-6-(2,6-dimethylphenyl)pyrimidin-2-yl]sulfamoyl]benzoic acid C(C1=CC=CC=C1)N1C(CN(CC1)C(=O)OC(C)(C)C)C(C)OC1=NC(=NC(=C1)C1=C(C=CC=C1C)C)NS(=O)(=O)C=1C=C(C(=O)O)C=CC1